4-(dimethylamino)-benzylamine CN(C1=CC=C(CN)C=C1)C